Cl.COC(C1=CN=C(C=C1)N1N=C(N=C1[C@H](C)N)N(C)C)=O 6-{5-[(1S)-1-aminoethyl]-3-(dimethylamino)-1H-1,2,4-triazol-1-yl}nicotinic acid methyl ester hydrochloride